ClC1=C(C=C(C=2C[C@]3(C(=CCC[C@H]3C)OC)OC21)OC)C=2OC(=NN2)C2(CCN(CC2)C)F (2S,5'R)-7-chloro-6-[5-(4-fluoro-1-methyl-4-piperidyl)-1,3,4-oxadiazol-2-yl]-3',4-dimethoxy-5'-methyl-spiro[benzofuran-2,4'-cyclohex-2-ene]